ClC=1N=C2N(C1)CCC2N2N=C(C(=C2)NC2N(C=C(C(=N2)N)C(F)(F)F)C)C N2-(1-(2-chloro-6,7-dihydro-5H-pyrrolo[1,2-a]imidazol-7-yl)-3-methyl-1H-pyrazol-4-yl)-N1-methyl-5-(trifluoromethyl)pyrimidine-2,4-diamine